COC(CC[C@H]1C=2N(C3=C(C(=N1)C1=NC=CC=C1)C=C(C=C3)Br)C(=CN2)C)=O (4S)-8-bromo-1-methyl-6-(2-pyridyl)-4H-imidazo[1,2-a][1,4]benzodiazepine-4-propionic acid methyl ester